ClC=1C(=NC(=NC1)NC=1C=NC=C(C1)N1C(CCC1)=O)C=1C=C(C=CC1)C1CN(CCC1)C(=O)OC(C)(C)C tert-butyl 3-(3-(5-chloro-2-((5-(2-oxopyrrolidin-1-yl)pyridin-3-yl)amino)pyrimidin-4-yl)phenyl)piperidine-1-carboxylate